NC1=NNC(C2=C1N(C=C2[C@@H]2CN(CCC2)C(C#CC)=O)C2=CC=C(C=C2)OC2=CC=CC=C2)=O (R)-7-Amino-3-(1-(but-2-ynoyl)piperidin-3-yl)-1-(4-phenoxyphenyl)-1,5-dihydro-4H-pyrrolo[2,3-d]pyridazin-4-on